COC1=CC=C(C(C2=CC=CC=C2)(C2=CC=CC=C2)OC(C2=CC=C(C=C2)OC)(C2=CC=CC=C2)C2=CC=CC=C2)C=C1 4-methoxytrityl ether